2-bromo-3-(2-(dimethylamino)ethyl)-1H-indol-4-yl hydrogen phosphate P(=O)(OC1=C2C(=C(NC2=CC=C1)Br)CCN(C)C)(O)[O-]